C(C)(C)(C)OC(=O)N1CCC(CC1)C=1N=C2N(C=C(C(=N2)OC(C)C)C(=O)OC)C1 methyl 2-(1-tert-butoxycarbonyl-4-piperidyl)-7-isopropoxy-imidazo[1,2-a]pyrimidine-6-carboxylate